O=C([C@@H](O)[C@@H](O)[C@H](O)[C@H](O)C(=O)O)O Mannaric acid